[2,2'-bithiophene]-5-carbaldehyde S1C(=CC=C1C=O)C=1SC=CC1